tert-butyl N-[(1S)-1-(cyclohexylmethyl)-2-hydrazino-2-oxo-ethyl]carbamate C1(CCCCC1)C[C@@H](C(=O)NN)NC(OC(C)(C)C)=O